(2S,4S)-4-(3-bromophenoxy)pyrrolidine-1,2-dicarboxylic acid O1-tert-butyl O2-methyl ester COC(=O)[C@H]1N(C[C@H](C1)OC1=CC(=CC=C1)Br)C(=O)OC(C)(C)C